ClC=1C=C(C=C(C1)Cl)C1=CC(=CC(=C1)C(=O)O)C(=O)O 3',5'-dichloro-[1,1'-biphenyl]-3,5-dicarboxylic acid